BrC=1C=C2C(=NC1)N(C(C2OC)O)S(=O)(=O)CC2=CC=CC=C2 5-bromo-3-Methoxy-1-toluenesulfonyl-2,3-dihydro-1H-pyrrolo[2,3-b]pyridin-2-ol